2-bromo-8-(3,5-difluorophenoxy)-5,6,7,8-tetrahydro-[1,2,4]triazolo[1,5-a]pyridine BrC1=NN2C(C(CCC2)OC2=CC(=CC(=C2)F)F)=N1